C(C)(C)(C)C12CN(CC(CC1)N2C(=O)OCCC2=CC=C(C=C2)N2C=CC1=CC=CC=C21)C2=C(C(=CC(=C2)Br)F)C#N 2-(4-(1H-indol-1-yl)phenyl)ethan-1-ol tert-butyl-3-(5-bromo-2-cyano-3-fluorophenyl)-3,8-diazabicyclo[3.2.1]octane-8-carboxylate